4-(4-(difluoromethoxy)pyrazolo[1,5-a]pyridin-2-yl)-(6,7-dihydro-1H-imidazo[4,5-c]pyridin-5(4H)-yl)methanone FC(OC=1C=2N(C=CC1)N=C(C2)C2N(CCC1=C2N=CN1)C=O)F